[N+](=O)([O-])C1=CC=C(C=C1)C(O)=[Se] 4-nitrobenzeneselenic acid